N-(5-(4-(2,6-dichloro-3,5-dimethoxyphenyl)imidazo[1,2-a][1,6]naphthyridin-8-yl)-4-methoxy-2-(3-oxa-9-azaspiro[5.5]undec-9-yl)phenyl)acrylamide ClC1=C(C(=C(C=C1OC)OC)Cl)C=1C=2N(C3=CC(=NC=C3C1)C=1C(=CC(=C(C1)NC(C=C)=O)N1CCC3(CCOCC3)CC1)OC)C=CN2